(R)-4-isopropoxy-6-(4-((3-(4-methyl-1-oxo-1,3-dihydroisobenzofuran-5-yl)piperazin-1-yl)methyl)-1H-pyrazol-1-yl)nicotinonitrile C(C)(C)OC1=CC(=NC=C1C#N)N1N=CC(=C1)CN1C[C@H](NCC1)C=1C(=C2COC(C2=CC1)=O)C